1-isocyanatomethyl-4-isocyanatomethyl-1,6-diisocyanatocyclohexane N(=C=O)CC1(CCC(CC1N=C=O)CN=C=O)N=C=O